F[C@@H]1CN(CC1)CC1=CC(=NC=C1)C=1C=C2CN(C(C2=CC1)=O)C1C(NC(CC1)=O)=O 3-(5-(4-(((S)-3-fluoropyrrolidin-1-yl)methyl)pyridin-2-yl)-1-oxoisoindolin-2-yl)piperidine-2,6-dione